[S-2].[V+5].[Fe+2].[Ni+2] Nickel-iron-vanadium sulfide